butyl (1-(4-((6-(3-acetamidophenyl)-3-nitropyridin-2-yl)amino)benzyl)piperidin-4-yl)carbamate C(C)(=O)NC=1C=C(C=CC1)C1=CC=C(C(=N1)NC1=CC=C(CN2CCC(CC2)NC(OCCCC)=O)C=C1)[N+](=O)[O-]